N[C@H](C(=O)O)CC1=CC=C(C=C1)C=1C=NN(C1)C(C)(C)C(=O)O (S)-2-amino-3-(4-(1-(2-carboxypropan-2-yl)-1H-pyrazol-4-yl)phenyl)propanoic acid